C(#N)C1=CC=C(C=C1)N1N=C(C(=C1)C(=O)NC1=CC(=C(C=C1)C=O)OC(F)F)C 1-(4-cyanophenyl)-N-[3-(difluoromethoxy)-4-formylphenyl]-3-methyl-1H-pyrazole-4-carboxamide